2-((2-((4-(4-(((2-(2,6-dioxopiperidin-3-yl)-4-fluoro-1-oxoisoindoline-5-yl)methyl)amino)piperidin-1-yl)-2-methoxyphenyl)amino)-5-(trifluoromethyl)pyridin-4-yl)amino)-N-methylbenzamide O=C1NC(CCC1N1C(C2=CC=C(C(=C2C1)F)CNC1CCN(CC1)C1=CC(=C(C=C1)NC1=NC=C(C(=C1)NC1=C(C(=O)NC)C=CC=C1)C(F)(F)F)OC)=O)=O